(1'R,2'R)-4-(2-ethoxyethyl)-5-methyl-2-(prop-1-en-2-yl)-1',2',3',4'-tetrahydro-[1,1'-biphenyl]-2,6-diol C(C)OCCC1=CC(C(C(=C1C)O)[C@@H]1CCCC=C1)(O)C(=C)C